C(CCC)N(C1=CC=C(C=C1)Br)CCCC N,N-dibutyl-4-bromoaniline